ClC1=NC=CC(=C1)OC1=C(C=CC=C1F)C1(N=CN(C1C(F)(F)F)C1=CC=CC=C1)C(=O)N 4-((2-chloropyridin-4-yl)oxy-3-fluorophenyl)-1-phenyl-5-(Trifluoromethyl)-1H-imidazole-4-carboxamide